7-(5-(bis(4-methoxybenzyl)amino)-3-methyl-2-(trifluoromethyl)phenyl)-6-chloro-8-fluoro-2-(((2R,7aS)-2-fluorotetrahydro-1H-pyrrolizin-7a(5H)-yl)methoxy)quinazolin-4-ol COC1=CC=C(CN(C=2C=C(C(=C(C2)C2=C(C=C3C(=NC(=NC3=C2F)OC[C@]23CCCN3C[C@@H](C2)F)O)Cl)C(F)(F)F)C)CC2=CC=C(C=C2)OC)C=C1